C(CCCCCCC\C=C/C\C=C/C\C=C/CC)(=O)O[C@@H]1[C@](O[C@H](C1)N1C2=NC(=NC(=C2N=C1)N)F)(CO)C#C (9Z,12Z,15Z)-(2R,3S,5R)-5-(6-amino-2-fluoro-9H-purin-9-yl)-2-ethynyl-2-(hydroxymethyl)tetrahydrofuran-3-yl octadeca-9,12,15-trienoate